C(C)N1N=CC(=C1)C1=CC=C2C=NC(=NC2=C1)NC1=C(C=C2CCN(CC2=C1)C)OC 7-(1-ethyl-1H-pyrazol-4-yl)-N-(6-methoxy-2-methyl-1,2,3,4-tetrahydroisoquinolin-7-yl)quinazolin-2-amine